C[C@@H]1OCCOCCN2C(=CC(C3=NN(C=4C=CC(OC1)=CC34)C3OCCCC3)=C2)C#N (12S)-12-methyl-19-(oxan-2-yl)-8,11,14-trioxa-5,19,20-triazatetracyclo[13.5.2.12,5.018,21]tricosa-1(20),2(23),3,15(22),16,18(21)-hexaene-4-carbonitrile